CC1=CC2=C(OCCCO2)C=C1 7-methyl-3,4-dihydro-2H-1,5-benzodioxepin